3,4-difluoro-5-nitrobenzoic acid FC=1C=C(C(=O)O)C=C(C1F)[N+](=O)[O-]